tert-butyl 3-(4-methyl-3-(4-(trifluoromethyl)phenyl)cinnolin-8-yl)piperidine-1-carboxylate CC1=C(N=NC2=C(C=CC=C12)C1CN(CCC1)C(=O)OC(C)(C)C)C1=CC=C(C=C1)C(F)(F)F